C(CCCCCCCCCCCCCCCCC)(=O)OCC1=CC=C(C=C1)COC(CCCCCCCCCCCCCCCCC)=O p-xylylene bis-stearate